(2R,3R,4S,5R,6R)-4-(4-(4-chloro-2,3-difluorophenyl)-1H-1,2,3-triazol-1-yl)-6-((5-(1-hydroxycyclopentyl)isoxazol-3-yl)methyl)-2-(hydroxymethyl)-5-methoxytetrahydro-2H-pyran-3-ol ClC1=C(C(=C(C=C1)C=1N=NN(C1)[C@H]1[C@H]([C@H](O[C@@H]([C@@H]1OC)CC1=NOC(=C1)C1(CCCC1)O)CO)O)F)F